(E)-N-(4-((5-bromo-2-methoxyphenyl)amino)-5-chloroquinazolin-6-yl)-4-(dimethylamino)but-2-enamide BrC=1C=CC(=C(C1)NC1=NC=NC2=CC=C(C(=C12)Cl)NC(\C=C\CN(C)C)=O)OC